1-bromo-4-[(chloro-methyl)sulfonyl]Benzene BrC1=CC=C(C=C1)S(=O)(=O)CCl